3-chloro-N-(4-iodophenyl)benzamide ClC=1C=C(C(=O)NC2=CC=C(C=C2)I)C=CC1